C1(CC1)N1N=NC(=C1)COC=1C=C(C=CC1OC)NC1=NC=CC(=N1)NC N2-(3-((1-cyclopropyl-1H-1,2,3-triazol-4-yl)methoxy)-4-methoxyphenyl)-N4-methylpyrimidine-2,4-diamine